4-(4-fluoro-2-methylphenyl)-6,7-dimethyl-2-((2S)-2-(1-methyl-1H-pyrazol-4-yl)-4-morpholinyl)pteridine FC1=CC(=C(C=C1)C1=NC(=NC2=NC(=C(N=C12)C)C)N1C[C@@H](OCC1)C=1C=NN(C1)C)C